2-amino-9-[(2R,3R,4S,5R)-3,4-dihydroxy-5-(hydroxymethyl)-tetrahydrofuran-2-yl]-8-hydroxy-1H-purin-6-one NC=1NC(C=2N=C(N(C2N1)[C@@H]1O[C@@H]([C@H]([C@H]1O)O)CO)O)=O